7-(4-formyl-4,7-diazaspiro[2.5]octan-7-yl)-2-(2,8-dimethylimidazo{1,2-b}pyridazin-6-yl)-4H-pyrido[1,2-a]pyrimidin-4-one C(=O)N1C2(CC2)CN(CC1)C=1C=CC=2N(C(C=C(N2)C=2C=C(C=3N(N2)C=C(N3)C)C)=O)C1